C(C)N1C(=O)N(C(=O)C(=C1N)NC(\C=C\C1=CC(=C(C=C1)OC)OC)=O)CC (E)-1,3-diethyl-6-amino-5-(3,4-dimethoxybenzeneacryloyl)aminouracil